thiocarbamic acid O-(cis-3-cyanocyclobutyl) ester C(#N)[C@H]1C[C@H](C1)OC(N)=S